4-(1,1-dimethylpropyl)-2-sulfhydryl-phenol CC(CC)(C)C1=CC(=C(C=C1)O)S